COC=C(CCCCCCCC)CCCCCCCC 9-(Methoxymethylene)Heptadecane